C(C)OC(C[C@@H](C=1SC(=CC1)C1=CC(=CC=C1)OC)N)=O (S)-3-amino-3-(5-(3-methoxyphenyl)thiophen-2-yl)propionic acid ethyl ester